C(C1=CC=CC=C1)(C1=CC=CC=C1)C1=NC(=NO1)C(C)NC(=O)C[C@@](C(=O)O[C@@](C(=O)C(C)=O)([C@@](O)([C@](O)([C@H](S)C(O)C(C)=O)C(C)=O)C(C)=O)C(C)=O)(C)C=1C=NC=CC1OC 1,2,3,4,6-pentaacetyl-5-thioglucose (S)-2-((1-(5-benzhydryl-1,2,4-oxadiazol-3-yl)ethyl)carbamoyl)-4-methoxypyridin-3-yl-isobutyrate